N[C@@H](C(=O)N[C@H]1[C@H]2SCC(=C(N2C1=O)C(=O)O)C)C1=CCC=CC1 (6R,7R)-7-[(R)-2-amino-2-(1,4-cyclohexadien-1-yl)acetylamino]-3-methyl-8-oxo-5-thia-1-azabicyclo[4.2.0]oct-2-ene-2-carboxylic acid